OC1CCC(CC1)C1N(CC(CC1)C)C(C(=O)NC=1C=NC=C(C(=O)N)C1)=O 5-(2-(2-(4-hydroxycyclohexyl)-5-methylpiperidin-1-yl)-2-oxoacetamido)Nicotinamide